N1[C@H](CC1)CN1C(NC2=NC=C(C=C21)C2=CC=CC=C2)=O |r| (R/S)-1-(Azetidin-2-ylmethyl)-6-phenyl-3H-imidazo[4,5-b]pyridin-2-one